CC1(C2C=CC(=C1)C2)C(=O)OC 5-methyl-5-methoxycarbonyl-bicyclo[2.2.1]hept-2-eneene